3-(1,3-benzothiazol-4-yl)-4-cyclopropyl-N-[2-(trifluoromethyl)pyridin-4-yl]-1,2-thiazole-5-carboxamide S1C=NC2=C1C=CC=C2C2=NSC(=C2C2CC2)C(=O)NC2=CC(=NC=C2)C(F)(F)F